C(C=C)NCC(CS(=O)(=O)[O-])O.[Na+] sodium 3-(allylamino)-2-hydroxypropane-1-sulfonate